4-AMINO-m-CRESOL NC=1C(=CC(=CC1)O)C